N-(7-chloro-6-(1-methyl-1H-pyrazol-4-yl)isoquinolin-3-yl)piperidine-4-carboxamide ClC1=C(C=C2C=C(N=CC2=C1)NC(=O)C1CCNCC1)C=1C=NN(C1)C